β-D-ribulofuranose OC[C@]1(O)[C@H](O)[C@H](O)CO1